N1(CCNCC1)C1=NC=2N(C=C1)N=CC2C=2C(=NC=CC2)O 3-(5-piperazin-1-yl-pyrazolo[1,5-a]pyrimidin-3-yl)pyridine-2-ol